tertbutyl N-[2-[(3-fluoro-5-nitro-phenyl)sulfonylamino]ethyl]-N-methyl-carbamate FC=1C=C(C=C(C1)[N+](=O)[O-])S(=O)(=O)NCCN(C(OC(C)(C)C)=O)C